ClC1=CC(=C(C=C1C1=NN2C(C=N1)=CC=C2)NC(=O)N2C1CC(CC2(C1)C(=O)O)C)F trans-6-((4-chloro-2-fluoro-5-(pyrrolo[2,1-f][1,2,4]triazin-2-yl)phenyl)carbamoyl)-3-methyl-6-azabicyclo[3.1.1]heptane-1-carboxylic acid